2-hydroxy-4-methyl-N-(2-(5-methyl-1H-indol-3-yl)ethyl)benzamide OC1=C(C(=O)NCCC2=CNC3=CC=C(C=C23)C)C=CC(=C1)C